CC(COCC(=O)OCC=C)CC ALLYL (2-METHYLBUTOXY)ACETATE